2-methyl-2-[5-[(3S)-3-amino-5,5,7-trifluoro-2-oxo-1-[[4-[5-(trifluoromethoxy)-2-pyridyl]phenyl]methyl]-3,4-dihydro-1-benzazepin-8-yl]-1,3,4-oxadiazol-2-yl]propanenitrile CC(C#N)(C)C=1OC(=NN1)C1=CC2=C(C(C[C@@H](C(N2CC2=CC=C(C=C2)C2=NC=C(C=C2)OC(F)(F)F)=O)N)(F)F)C=C1F